3-(1'-benzyl-5-oxo-5,7-dihydro-2H,6H-spiro[furo[2,3-f]isoindole-3,4'-piperidin]-6-yl)piperidine-2,6-dione C(C1=CC=CC=C1)N1CCC2(CC1)COC1=CC=3CN(C(C3C=C12)=O)C1C(NC(CC1)=O)=O